ClC(C(=O)NCC#C)C(C)=O 2-chloro-3-oxo-N-(prop-2-yn-1-yl)butyramide